NC=1C=CC=2N(C3=CC=CC=C3C2C1)CC1=CC=C(CP(OCC)(OCC)=O)C=C1 Diethyl (4-((3-amino-9H-carbazole-9-yl)methyl)benzyl)phosphonate